(2R,3S,4R,5R)-5-((bis(4-methoxyphenyl)(phenyl)methoxy)methyl)-4-fluoro-2-(2-isobutyramido-6-oxo-1,6-dihydro-9H-purin-9-yl)tetrahydrofuran-3-yl (2-cyanoethyl) diisopropylphosphoramidite C(C)(C)N(P(O[C@H]1[C@@H](O[C@@H]([C@H]1F)COC(C1=CC=CC=C1)(C1=CC=C(C=C1)OC)C1=CC=C(C=C1)OC)N1C=2N=C(NC(C2N=C1)=O)NC(C(C)C)=O)OCCC#N)C(C)C